7-bromo-2-(4-fluoro-2-methylphenyl)-3-oxoisoindoline-4-carboxylic acid BrC1=CC=C(C=2C(N(CC12)C1=C(C=C(C=C1)F)C)=O)C(=O)O